2-[4-fluoro-3-(trifluoromethyl)phenyl]sulfonyl-2,6-diazaspiro[3.3]heptane FC1=C(C=C(C=C1)S(=O)(=O)N1CC2(C1)CNC2)C(F)(F)F